C(C)(CC)[BH-](C(C)CC)C(C)CC.[Na+] sodium tri-sec-butyl-borohydride